C(#N)[C@H]1N(CC(C1)(F)F)C(CNC(C1=C(C=NC=C1)\C=C\C1=CC=C(C=C1)OCCCN1CCNCC1)=O)=O (S,E)-N-(2-(2-cyano-4,4-difluoropyrrolidin-1-yl)-2-oxoethyl)-3-(4-(3-(piperazin-1-yl)propoxy)styryl)isonicotinamide